(R)-2-(8-cyclopropyl-5-oxothieno[3',2':4,5]pyrrolo[1,2-d][1,2,4]triazin-6(5H)-yl)-N-(1-cyclopropylpiperidin-3-yl)acetamide C1(CC1)C1=NN(C(C=2N1C1=C(C2)C=CS1)=O)CC(=O)N[C@H]1CN(CCC1)C1CC1